BrC1=C2C(=NC(=C1)NC(C)(C)C)C=C(S2)I 7-bromo-N-(tert-butyl)-2-iodothieno[3,2-b]pyridin-5-amine